The molecule is a diisocyanate consisting of diphenylmethane with two isocyanate groups at the 4- and 4'-positions. It has a role as a hapten and an allergen. It derives from a hydride of a diphenylmethane. C1=CC(=CC=C1CC2=CC=C(C=C2)N=C=O)N=C=O